(E)-5-(3-(6-(2-(5-cyclopropyl-3-(3,5-dichloropyridin-4-yl)isoxazol-4-yl)vinyl)-3-azabicyclo[3.1.0]hex-3-yl)-1,2,4-oxadiazol-5-yl)-2-methoxybenzoic acid C1(CC1)C1=C(C(=NO1)C1=C(C=NC=C1Cl)Cl)/C=C/C1C2CN(CC12)C1=NOC(=N1)C=1C=CC(=C(C(=O)O)C1)OC